(S)-N-[(R)-[4,5-dichloro-2-(prop-2-en-1-yloxy)phenyl](3-methylpiperidin-4-yl)methyl]-2-methylpropane-2-sulfinamide ClC1=CC(=C(C=C1Cl)[C@H](N[S@@](=O)C(C)(C)C)C1C(CNCC1)C)OCC=C